1-(Aminomethyl)-N,N-dimethyl-cyclobutanamine NCC1(CCC1)N(C)C